2-(6-((6-fluoroquinolin-4-yl)amino)-3-azabicyclo[3.1.0]hexane-3-yl)-N-phenyl-propionamide FC=1C=C2C(=CC=NC2=CC1)NC1C2CN(CC12)C(C(=O)NC1=CC=CC=C1)C